di-tert-butyl-m-cresol CC1=CC(=C(C=C1C(C)(C)C)C(C)(C)C)O